(R)-1-(4-((5-(1-(2,2-difluoroethyl)-2-methyl-1H-benzo[d]imidazol-6-yl)-6-fluoro-4-methoxypyrrolo[2,1-f][1,2,4]triazin-2-yl)amino)-3,3-difluoropiperidin-1-yl)ethan-1-one FC(CN1C(=NC2=C1C=C(C=C2)C=2C(=CN1N=C(N=C(C12)OC)N[C@H]1C(CN(CC1)C(C)=O)(F)F)F)C)F